O=C1NC(CCC1NC1=CC(=C(C=C1)C1CCN(CC1)CCCCCCCCNC(=O)C=1C=NN2C1N=C(C=C2)N2[C@H](CCC2)C2=C(C=CC(=C2)F)F)F)=O |r| N-[8-[4-[4-[(2,6-dioxo-3-piperidyl)amino]-2-fluoro-phenyl]-1-piperidyl]octyl]-5-[rac-(2R)-2-(2,5-difluorophenyl)pyrrolidin-1-yl]pyrazolo[1,5-a]pyrimidine-3-carboxamide